ClC=1C(N(C(=CC1OC([2H])([2H])C1=NC=C(C=C1F)C)C)C1=CC(=NC=C1C)N1C(C(=NC=C1)C(C)(C)O)=O)=O rel-3-chloro-4-[(3-fluoro-5-methylpyridin-2-yl)(2H2)methoxy]-2'-[3-(2-hydroxypropan-2-yl)-2-oxopyrazin-1-yl]-5',6-dimethyl-[1,4'-bipyridin]-2-one